OC(C(=O)O)CCCCCCCCCCCCCCCCCCCC α-hydroxydocosanoic acid